NC=1SC=C(N1)C(C)O 1-(2-aminothiazole-4-yl)ethanol